(2S,3R)-β-methylcyclohexylalanine hydrochloride Cl.CC[C@H](NC1CCCCC1)C(=O)O